3-((1R,3R)-3-((1H-1,2,4-Triazol-1-yl)methyl)-4'-chloro-3-hydroxy-1',2'-dihydrospiro[cyclopentane-1,3'-pyrrolo[2,3-b]pyridin]-5'-yl)-6-amino-2-fluoro-N,N-dimethylbenzamide N1(N=CN=C1)C[C@@]1(C[C@]2(CNC3=NC=C(C(=C32)Cl)C=3C(=C(C(=O)N(C)C)C(=CC3)N)F)CC1)O